1,8-diethyl-1,3,4,9-tetrahydropyrano[3,4-b]indole C(C)C1OCCC2=C1NC1=C(C=CC=C21)CC